OC(C#CC=1C2=C(C(N(C1)C)=O)NC(=C2C(=O)OC(CC)(C)C)C)(C)C 1,1-dimethylpropyl 4-(3-hydroxy-3-methyl-but-1-ynyl)-2,6-dimethyl-7-oxo-1H-pyrrolo[2,3-c]pyridine-3-carboxylate